2-[2-(2-amino-ethoxy)-ethoxy]-acetyl-amine NCCOCCOCC(=O)N